FC(CN1C(=NC=2C1=NC(=CN2)C2=CNC=1N=C(N=CC12)NC1CCC(CC1)(O)C)C)F (1r,4r)-4-((5-(1-(2,2-difluoroethyl)-2-methyl-1H-imidazo[4,5-b]pyrazin-6-yl)-7H-pyrrolo[2,3-d]pyrimidin-2-yl)amino)-1-methylcyclohexan-1-ol